ClC1=CC(=C(C(=N1)C[C@@]1(C[C@H](N(CC1)C(=O)O)C)C(=O)O)F)C=O (2R,4R)-4-((6-chloro-3-fluoro-4-formylpyridin-2-yl)methyl)-2-methylpiperidine-1,4-dicarboxylic acid